FC1=C(C(=CC(=C1)S(=O)(=O)C)F)NC1=NC(=C(C(=N1)N(C1=NN(C(=C1)C)C1OCCCC1)CC1=CC=C(C=C1)OC)OC)C=1C=NN(C1)C N2-(2,6-difluoro-4-(methylsulfonyl)phenyl)-5-methoxy-N4-(4-methoxybenzyl)-N4-(5-methyl-1-(tetrahydro-2H-pyran-2-yl)-1H-pyrazol-3-yl)-6-(1-methyl-1H-pyrazol-4-yl)pyrimidine-2,4-diamine